C(C)(C)(C)C1=CC(=NO1)NC(NC1=CC=C2/C(/C(NC2=C1)=O)=C/C1=C(C(=C(N1)C)NC(CCNCC)=O)C)=O (Z)-N-(5-((6-(3-(5-(tert-butyl)isoxazol-3-yl)ureido)-2-oxindol-3-ylidene)methyl)-2,4-dimethyl-1H-pyrrol-3-yl)-3-(ethylamino)propanamide